(S)-2-((4-((tert-butyldiphenylsilyl)oxy)butan-2-yl)amino)ethanol [Si](C1=CC=CC=C1)(C1=CC=CC=C1)(C(C)(C)C)OCC[C@H](C)NCCO